BrC1=C(C(=NC=C1I)NC=1CC(N(C(C1)=O)C)(C)C)C(=C)C1=CC=CC=C1 4-[[4-bromo-5-iodo-3-(1-phenylvinyl)-2-pyridyl]amino]-1,2,2-trimethyl-3H-pyridin-6-one